FC=1C=C(C=CC1F)C=1C=C2C(=NC1)N(C(N2CC2=NC=CN=C2)=O)C 6-(3,4-difluorophenyl)-3-methyl-1-(pyrazin-2-ylmethyl)imidazo[4,5-b]pyridin-2-one